N1C[C@@H](CC1)C(=O)OC methyl (R)-pyrrolidine-3-carboxylate